6-Bromo-9-isopropyl-N-(1-(methylsulfonyl)piperidin-4-yl)isoxazolo[5,4-h]quinazolin-2-amine BrC=1C=C2C=NC(=NC2=C2C1ON=C2C(C)C)NC2CCN(CC2)S(=O)(=O)C